ClC1=CC(=C(COC2=CC=CC(=N2)N2C(CNCC2)=O)C=C1)F 1-(6-(4-chloro-2-fluorobenzyloxy)pyridin-2-yl)piperazin-2-one